3-fluoro-4-(4-fluorophenoxy)benzoic acid FC=1C=C(C(=O)O)C=CC1OC1=CC=C(C=C1)F